FC(C1=CC=C(C=C1)C1=CN=C(C2=NC=CN=C21)N[C@@H]2CS(CC2)(=O)=O)(F)F (S)-3-((8-(4-(trifluoromethyl)phenyl)pyrido[3,4-b]pyrazin-5-yl)amino)tetrahydrothiophene 1,1-dioxide